3-(3,4-dihydroxy-5-nitrophenyl)-2-(pyrimidin-4-yl)acrylonitrile OC=1C=C(C=C(C1O)[N+](=O)[O-])C=C(C#N)C1=NC=NC=C1